ClC=1C=C(C=CC1N1C(N(C=C1)C)=O)C1=C(C(=CC(=C1)C)C1=CC(=NC=C1)F)OC 1-(3-chloro-3'-(2-fluoropyridin-4-yl)-2'-methoxy-5'-methyl-[1,1'-biphenyl]-4-yl)-3-methyl-1H-imidazol-2(3H)-one